O=C1NC(CCC1N1C(C2=CC=CC(=C2C1)OCCCN1[C@H](CCC1)C(=O)N(CC)CC)=O)=O (2R)-1-(3-((2-(2,6-dioxopiperidin-3-yl)-1-oxoisoindol-4-yl)oxy)propyl)-N,N-diethylpyrrolidine-2-carboxamide